ClC=1C(=CC(=NC1)OC)C1=CC(=NN1)C(=O)N1CCC(CC1)C(=O)NC1CCOC2=NC=CC=C21 1-(5-(5-chloro-2-methoxypyridin-4-yl)-1H-pyrazole-3-carbonyl)-N-(3,4-dihydro-2H-pyrano[2,3-b]pyridin-4-yl)piperidine-4-carboxamide